5-(2-furyl)-1,3,4-oxadiazole-2-acetic acid ethyl ester C(C)OC(CC=1OC(=NN1)C=1OC=CC1)=O